N1(N=CC=C1)C1=CC=C(C=C1)C1=NC(=CC(=N1)C(=O)N1CCN(CC1)S(=O)(=O)C)CN[C@H]1[C@@H](C1)C1=CC=C(C=C1)F (2-(4-(1H-pyrazol-1-yl)phenyl)-6-((((1R,2S)-2-(4-fluorophenyl)cyclopropyl)amino)methyl)pyrimidin-4-yl)(4-(methylsulfonyl)piperazin-1-yl)methanone